ClC1=CC2=C(C=N1)C(=NN2C2=C(C=CC(=C2)Cl)OC(F)F)C(Br)Br 6-chloro-1-(5-chloro-2-(difluoromethoxy)phenyl)-3-(dibromomethyl)-1H-pyrazolo[4,3-c]Pyridine